1-(4-(5-(4-fluorophenyl)-2H-tetrazol-2-yl)piperidin-1-yl)-2-(4-methyl-4H-1,2,4-triazol-3-yl)ethan-1-one FC1=CC=C(C=C1)C=1N=NN(N1)C1CCN(CC1)C(CC1=NN=CN1C)=O